N[C@H]1CN(C[C@@H](C1)F)C(=O)C1=CC2=C(N(C(=N2)C=2N(C3=CC(=CC=C3C2)C2=CC=C(C=C2)NS(=O)(=O)C)CC2CC2)C)C(=C1)OC N-[4-(2-{5-[(3R,5R)-3-amino-5-fluoropiperidine-1-carbonyl]-7-methoxy-1-methyl-1H-1,3-benzodiazol-2-yl}-1-(cyclopropylmethyl)-1H-indol-6-yl)phenyl]methanesulfonamide